((3R,5R,8S,9S,10S,13S,14S,17S)-3-(ethoxymethyl)-10-ethyl-3-hydroxy-13-methylhexadecahydro-1H-cyclopenta[a]phenanthren-17-yl)((R)-2-methylpiperidin-1-yl)methanone C(C)OC[C@]1(CC[C@@]2([C@H]3CC[C@@]4([C@H](CC[C@H]4[C@@H]3CC[C@@H]2C1)C(=O)N1[C@@H](CCCC1)C)C)CC)O